ClC=1C(=C(O[C@@H]2C[C@@H]3C[C@H](NC[C@@H]3CC2)C(=O)O)C=CC1)C1=NN=NN1 (3s,4as,6s,8ar)-6-(3-chloro-2-(1H-tetrazol-5-yl)phenoxy)decahydroisoquinoline-3-carboxylic acid